BrC1=CC=C(C=C1)C(C(=O)OCC)C(C)=O ethyl 2-(4-bromophenyl)-3-oxobutyrate